C(C)SC1=C(C(=O)O)C=CC(=C1)C1=NC=NC(=C1)NCCN1C(=CC2=CC=CC=C12)C 2-Ethylsulfanyl-4-{6-[2-(2-methyl-indol-1-yl)-ethylamino]-pyrimidin-4-yl}-benzoic acid